(2S)-2-[2-(1,1-difluoropropyl)-4-iodophenoxy]propanoic acid FC(CC)(F)C1=C(O[C@H](C(=O)O)C)C=CC(=C1)I